2-morpholinyl-4'-(2-hydroxyethoxy)-2-methylpropiophenone N1(CCOCC1)C(C(=O)C1=CC=C(C=C1)OCCO)(C)C